C(C1=CC=CC=C1)OC1=C2C(=CN(C2=CC=C1)C)CCN(C(OC(C)(C)C)=O)CC1=C(C=CC=C1)OC tert-butyl (2-(4-(benzyloxy)-1-methyl-1H-indol-3-yl)ethyl)(2-methoxybenzyl)carbamate